racemic-3-((3-butyl-7-chloro-3-ethyl-1,1-dioxido-5-phenyl-2,3,4,5-tetrahydro-1,5-benzothiazepin-8-yl)oxy)propanoic acid C(CCC)[C@]1(CS(C2=C(N(C1)C1=CC=CC=C1)C=C(C(=C2)OCCC(=O)O)Cl)(=O)=O)CC |r|